N1(CCCC1)C1=CC=C(C=N1)N1CCNCCC1 1-(6-(pyrrolidin-1-yl)pyridin-3-yl)-1,4-diazacycloheptane